tert-Butyl 2-(2-(((2-(ethoxycarbonyl)-1H-pyrrol-3-yl)amino)methyl)phenyl)morpholine-4-carboxylate C(C)OC(=O)C=1NC=CC1NCC1=C(C=CC=C1)C1CN(CCO1)C(=O)OC(C)(C)C